2-[4-(4-hydroxypiperidin-1-yl)-6-(4-hydroxyethyl-1-piperidinyl)pyrimidin-2-ylamino]-4-methylthiazole-5-carboxylic acid ethyl ester C(C)OC(=O)C1=C(N=C(S1)NC1=NC(=CC(=N1)N1CCC(CC1)O)N1CCC(CC1)CCO)C